ClC1=C(C(=CC(=C1)Cl)OC)B(O)O 2,4-DICHLORO-6-METHOXYPHENYLBORONIC ACID